ClC=1C=C(C=CC1Cl)NC(=O)C1[C@@H]2CC[C@@H]1CC1=NC(NC=C12)=O (5S,8R)-N-(3,4-dichlorophenyl)-2-oxo-3,5,6,7,8,9-hexahydro-2H-5,8-methano-cyclohepta[d]-pyrimidine-10-carboxamide